2-[4-{5-chloro-2-[5-(trifluoromethyl)-1,3,4-oxadiazol-2-yl]phenyl}-5-methoxy-2-oxopyridin-1(2H)-yl]-N-(2-methyl-2H-indazol-5-yl)butanamide ClC=1C=CC(=C(C1)C1=CC(N(C=C1OC)C(C(=O)NC1=CC2=CN(N=C2C=C1)C)CC)=O)C=1OC(=NN1)C(F)(F)F